C1(=CC=C(C=C1)CN1CC2N(CC1)C(CNC2=O)=O)C2=CC=CC=C2 2-([1,1'-biphenyl]-4-ylmethyl)hexahydro-2H-pyrazino[1,2-a]pyrazine-6,9-dione